OC1=CC=C(C(=O)O)C=C1O 4,5-dihydroxy-benzoic acid